(R)-5-chloro-3-((S,1E,3E)-3,5-dimethylhepta-1,3-dien-1-yl)-7-hydroxy-2-(4'-methoxy-[1,1'-biphenyl]-4-yl)-7-methylisoquinoline-6,8(2H,7H)-dione ClC1=C2C=C(N(C=C2C([C@@](C1=O)(C)O)=O)C1=CC=C(C=C1)C1=CC=C(C=C1)OC)\C=C\C(=C\[C@H](CC)C)\C